N-(3-(2-((4-methoxyphenyl)amino)-7-oxo-6-phenyl-8(7H)-pteridinyl)phenyl)acrylamide COC1=CC=C(C=C1)NC1=NC=2N(C(C(=NC2C=N1)C1=CC=CC=C1)=O)C=1C=C(C=CC1)NC(C=C)=O